(2R*,4S*)-4-((tert-butyldiphenylsilyl)oxy)tetrahydrofuran-2-yl acetate C(C)(=O)O[C@H]1OC[C@H](C1)O[Si](C1=CC=CC=C1)(C1=CC=CC=C1)C(C)(C)C |o1:4,7|